7-difluoromethyl-5-(4-methoxyphenyl)pyrazolo[1,5-a]pyrimidine-3-carboxylic acid methyl ester COC(=O)C=1C=NN2C1N=C(C=C2C(F)F)C2=CC=C(C=C2)OC